BrC=1C=C2C(=CC1)C(N(CC21CC1)CC(=O)NC1=C(C=C2C(=N1)NN=C2)F)=O 2-(6'-bromo-1-oxospiro[3H-isoquinolin-4,1'-cyclopropan]-2-yl)-N-[5-fluoro-1H-pyrazolo[3,4-b]pyridin-6-yl]acetamide